C1(CC1)C1=C(C=C2C=C(N=CC2=C1)NC(=O)[C@@H]1CC12CCOCC2)N2CCN(CC2)[C@]2(COC[C@H]2O)C (1R)-N-(7-cyclopropyl-6-(4-((3S,4S)-4-hydroxy-3-methyltetrahydrofuran-3-yl)piperazin-1-yl)isoquinolin-3-yl)-6-oxaspiro[2.5]octane-1-carboxamide